8-(4-cyclopropylpiperazin-1-yl)-3-ethynyl-6,6-dimethyl-11-oxo-6,11-dihydro-5H-benzo[b]carbazole-9-carbonitrile C1(CC1)N1CCN(CC1)C=1C(=CC2=C(C(C=3NC4=CC(=CC=C4C3C2=O)C#C)(C)C)C1)C#N